4-Nitro-1-(tetrahydro-2H-pyran-4-yl)-3-(trifluoromethyl)-1H-pyrazole [N+](=O)([O-])C=1C(=NN(C1)C1CCOCC1)C(F)(F)F